N1C(CCC1)C1=C(C=CC=C1)[C@H]1[C@@H](C1)C#N trans-2-(2-(pyrrolidin-2-yl)phenyl)cyclopropane-1-carbonitrile